2,6-bis(2-propynyloxy)naphthalene-1,5-diformaldehyde C(C#C)OC1=C(C=2C=CC(=C(C2C=C1)C=O)OCC#C)C=O